CC(C=C(C(=O)OCC)C(=O)OCC)C(C)C diethyl (2,3-dimethylbutylidene)malonate